FC=1C=CC(=C(C1)[C@@H]1NCCC1)SC (2R)-2-[5-fluoro-2-(methylsulfanyl)phenyl]pyrrolidin